N-(cyanomethyl)-4-(2-((1-(4-hydroxycyclohexyl)-1H-pyrazol-4-yl)amino)-5-methylpyrimidin-4-yl)benzamide C(#N)CNC(C1=CC=C(C=C1)C1=NC(=NC=C1C)NC=1C=NN(C1)C1CCC(CC1)O)=O